FC(C#C)(C(C(C(F)(F)F)(F)F)(F)F)F 3,3,4,4,5,5,6,6,6-nonafluorohexyne